N1(N=NC=C1)CCCC1=CC=C(C=C1)OC(N(C)C)=S dimethyl-thiocarbamic acid O-(4-(3-(1H-1,2,3-triazol-1-yl) propyl) phenyl) ester